6-cyclopropyl-N-(5,6-difluoro-4-(2-hydroxypropan-2-yl)pyridin-3-yl)pyridinecarboxamide C1(CC1)C1=CC=CC(=N1)C(=O)NC=1C=NC(=C(C1C(C)(C)O)F)F